ClC1=CC(=C(C=C1)C1(OC2=C(O1)C=CC=C2O)C)F 2-(4-chloro-2-fluorophenyl)-2-methylbenzo[d][1,3]dioxol-4-ol